FC(C(=O)O)(F)F.N1C(=CC=2C=NC=CC21)CNC(=O)[C@@H]2C[C@H](C=1N2C(C(=NC1)NCC1=CC=CC=C1)=O)C (6S,8R)-N-((1H-pyrrolo[3,2-c]pyridin-2-yl)methyl)-3-(benzylamino)-8-methyl-4-oxo-4,6,7,8-tetrahydropyrrolo[1,2-a]pyrazine-6-carboxamide trifluoroacetate